8-Methyl-N-[(2S)-tetrahydrofuran-2-ylmethyl]-2-[(6-{[(2S)-tetrahydrofuran-2-ylmethyl]carbamoyl}pyridin-3-yl)methyl]-4,5-dihydro-2H-furo[2,3-g]indazole-7-carboxamide CC1=C(OC=2CCC3=CN(N=C3C21)CC=2C=NC(=CC2)C(NC[C@H]2OCCC2)=O)C(=O)NC[C@H]2OCCC2